C[C@@H]1CN(C(=CC1)C1=CC=2N(C=C1)C=C(N2)C2CCN(CC2)C)C(=O)OC(C)(C)C (S)-tert-butyl 3-methyl-6-(2-(1-methylpiperidin-4-yl)imidazo[1,2-a]pyridin-7-yl)-3,4-dihydropyridine-1(2H)-carboxylate